4-((2-bromo-6-(methylthio)pyridin-4-yl)oxy)-2-methylbutan-2-ol BrC1=NC(=CC(=C1)OCCC(C)(O)C)SC